FC1=C(C(=CC=C1)OC)C1=CC(=NC=C1C(=O)NC=1SC(=NN1)OCC1=NC=C(C=C1)C(C)(C)OC)C 4-(2-fluoro-6-methoxyphenyl)-N-(5-((5-(2-methoxyprop-2-yl)pyridin-2-yl)methoxy)-1,3,4-thiadiazol-2-yl)-6-methylnicotinamide